2,6-dimethylpyridinebenzaldehyde CC1(NC(=CC=C1)C)C1=CC=CC=C1C=O